[2-(trimethylsilyl)ethoxy]methyl-amine C[Si](CCOCN)(C)C